4-chloro-N-ethyl-5H-pyrrolo[3,2-d]pyrimidine-7-carboxamide ClC=1C2=C(N=CN1)C(=CN2)C(=O)NCC